CN(C1=CC=C(C=C1)C(C)C1=C(NC=2N(C1=O)N=C(C2N2CCCCC2)C2=CC=CC=C2)C)C 6-(1-(4-(dimethylamino)phenyl)ethyl)-5-methyl-2-phenyl-3-(piperidin-1-yl)pyrazolo[1,5-a]pyrimidin-7(4H)-one